O1CCN(CC1)CCOC1=C(C=CC=C1)C1CNC(N1C1=CC2=C(NC=N2)C=C1)=O 5-(2-(2-Morpholinoethoxy)phenyl)-1-(1H-benzo[d]imidazol-5-yl)imidazolidin-2-on